CC1(CC1)NC(O[C@H]1C[C@H](CC1)C1=CC(=NN1)NC(COC1=C(C(=CC(=C1)OC)O)/C=N/CCC)=O)=O (1R,3S)-3-(3-(2-(3-hydroxy-5-methoxy-2-((E)-(propylimino)methyl)phenoxy)acetamido)-1H-pyrazol-5-yl)cyclopentyl (1-methylcyclopropyl)carbamate